FC1=C(C=C(C(=C1)OCCC1(CCC(CC1)O)C1=CC=CC=C1)F)S(=O)(=O)NC1=NC=NS1 2,5-difluoro-4-(2-(4-hydroxy-1-phenylcyclohexyl)ethoxy)-N-(1,2,4-thiadiazol-5-yl)benzenesulfonamide